COCC1N(CCC1)C=O (2-(methoxymethyl)pyrrolidin-1-yl)methanone